4-amino-N-cyclopropyl-7-fluoro-1-methyl-N-((5-(trifluoromethyl)-2-pyridinyl)methyl)-1H-pyrazolo[4,3-c]quinoline-8-carboxamide NC1=NC=2C=C(C(=CC2C2=C1C=NN2C)C(=O)N(CC2=NC=C(C=C2)C(F)(F)F)C2CC2)F